1-((3-(aminomethyl)cyclobutyl)methyl)-7-benzyl-2-(ethoxymethyl)-1H-imidazo[4,5-C]quinolin-4-amine NCC1CC(C1)CN1C(=NC=2C(=NC=3C=C(C=CC3C21)CC2=CC=CC=C2)N)COCC